OC1=C(C=CC(=C1)O)C=1OC2=CC(=CC(=C2C(C1O)=O)O)O 2-(2,4-dihydroxyphenyl)-3,5,7-trihydroxy-4H-chromen-4-one